3-[1,4']Bipiperidinyl-1'-yl-4-fluoro-5,5-dimethyl-11-oxo-6,11-dihydro-5H-pyrido[4,3-b]carbazole-8-carboxylic acid amide N1(CCCCC1)C1CCN(CC1)C1=C(C=2C(C=3NC=4C=C(C=CC4C3C(C2C=N1)=O)C(=O)N)(C)C)F